butyl (1R,5S)-3-(7-bromo-2,6-dichloro-8-fluoroquinazolin-4-yl)-3,8-diazabicyclo[3.2.1]octane-8-carboxylate BrC1=C(C=C2C(=NC(=NC2=C1F)Cl)N1C[C@H]2CC[C@@H](C1)N2C(=O)OCCCC)Cl